2-chloro-4-methoxy-aniline ClC1=C(N)C=CC(=C1)OC